Cl(=O)(=O)(=O)O.C(C)N1CN(C=C1)C 1-ethyl-3-methylimidazole perchlorate salt